N[C@H]1CN(CCC1)C(=O)C=1C=C2OCCN3C(=NC(C1)=C32)C=3N(C2=CC=CC=C2C3)CC(C)C (R)-(3-Aminopiperidin-1-yl)(2-(1-isobutyl-1H-indol-2-yl)-3,4-dihydro-5-oxa-1,2a-diazaacenaphthylen-7-yl)methanon